FC=1C=C(OC2=C(N=NN2)C(=O)O)C=C(C1)C#CC1=CC=C(C=C1)C(=O)O 5-(3-Fluoro-5-(2-(4-carboxyphenyl)ethynyl)phenoxy)-1H-1,2,3-triazole-4-carboxylic acid